CC=1CCCCC1 3-methylcyclohex-3-en